5-amino-4-chloro-2-(2-methyl-2H-indazol-5-yl)-6-(3-((tetrahydro-2H-pyran-2-yl)oxy)prop-1-yn-1-yl)pyridazin-3(2H)-one NC1=C(C(N(N=C1C#CCOC1OCCCC1)C1=CC2=CN(N=C2C=C1)C)=O)Cl